FC=1C=NC=C(C1C=1C=C(C=CC1)[C@]1(C2=C(NC=3N=CC(=CC13)CC(C)(C)C)CC(CC2=O)(C)C)C)OC (R)-5-(3-(3-fluoro-5-methoxypyridin-4-yl)phenyl)-5,8,8-trimethyl-3-neopentyl-5,8,9,10-tetrahydrobenzo[b][1,8]naphthyridin-6(7H)-one